O1CC(=CC1)C=1C=C2C3=NNC4=CC=C(OCCCNC(OCC(C1)=C2)=O)C=C34 4-(2,5-dihydrofuran-3-yl)-8,14-dioxa-10,19,20-triazatetracyclo[13.5.2.12,6.018,21]tricosa-1(20),2,4,6(23),15,17,21-heptaen-9-one